C1(=C(C=CC=C1)N1N=CC=C1C(C)(C)NC(C)=O)C N-(2-(1-(o-tolyl)-1H-pyrazol-5-yl)propane-2-yl)acetamide